C(CC)OC1=CC=C(C=C1)NC1CCC(CC1)NC(OC(C)(C)C)=O tert-butyl (4-((4-propoxyphenyl)amino)cyclohexyl)carbamate